tert-butyl (2R,5S)-4-(7-bromo-2-(cyanomethyl)-5-methyl-6-oxo-5,6-dihydroimidazo[1,2-b]pyridazin-8-yl)-2,5-diethylpiperazine-1-carboxylate BrC1=C(C=2N(N(C1=O)C)C=C(N2)CC#N)N2C[C@H](N(C[C@@H]2CC)C(=O)OC(C)(C)C)CC